O=C1N(CC=2C=C3C(=CC12)OCC1(O3)CNC1)[C@@H]1C(NC(CC1)=O)=O (S)-3-(6'-oxo-6',8'-dihydro-3'H,7'H-spiro[azetidine-3,2'-[1,4]dioxino[2,3-f]isoindol]-7'-yl)piperidine-2,6-dione